ClC=1C(=NC(=NC1)NC=1C(=CC(=C(C1)NC(\C=C\CN(C)C)=O)F)OC)C1=CNC2=CC=CC=C12 (E)-N-(5-((5-chloro-4-(1H-indol-3-yl)pyrimidin-2-yl)amino)-2-fluoro-4-methoxyphenyl)-4-(dimethylamino)but-2-enamide